FC(OC=1C(=CC2=CC=CC=C2C1)C1=NN(C=C1NC(=O)C=1C=NN2C1N=CC=C2)C)F N-(3-(3-(difluoromethoxy)naphthalen-2-yl)-1-methyl-1H-pyrazol-4-yl)pyrazolo[1,5-a]pyrimidine-3-carboxamide